N-benzyl-trimethyl-acetamide C(C1=CC=CC=C1)NC(C(C)(C)C)=O